BrC1=NN(C(=C1)C(=O)OCC)C1=C(C=C(C=C1)C#N)Cl ethyl 3-bromo-1-(2-chloro-4-cyanophenyl)-1H-pyrazole-5-carboxylate